CN(CCNC1=NC(=NC2=CC=CC=C12)NC1=CC(=CC=C1)F)C N4-(2-(dimethylamino)ethyl)-N2-(3-fluorophenyl)quinazoline-2,4-diamine